4,4'-dichloromethyl-1,1'-biphenyl ClCC1=CC=C(C=C1)C1=CC=C(C=C1)CCl